tert-butyl 7-(3-[[2-(2,6-dioxopiperidin-3-yl)-1,3-dioxoisoindol-5-yl]amino]propyl)-2,7-diazaspiro[3.5]nonane-2-carboxylate O=C1NC(CCC1N1C(C2=CC=C(C=C2C1=O)NCCCN1CCC2(CN(C2)C(=O)OC(C)(C)C)CC1)=O)=O